CC1(CC(C1)N(C)C(=O)OC(C)(C)C)C(=O)O Methyl-(1r,3r)-3-((tert-butoxycarbonyl)(methyl)amino)cyclobutane-1-carboxylic acid